α-benzyl-furfuryl alcohol C(C1=CC=CC=C1)C(C1=CC=CO1)O